3,3-dimethyl-1-(1H-1,2,4-triazol-1-yl)butan-2-one CC(C(CN1N=CN=C1)=O)(C)C